3-(dodecylthio)-3-methylbutanal C(CCCCCCCCCCC)SC(CC=O)(C)C